FC=1C=C(C=CC1OC(C)C)C1=NC(=NC=C1C)NC=1C=NN(C1)C 4-(3-fluoro-4-isopropoxyphenyl)-5-methyl-N-(1-methyl-1H-pyrazol-4-yl)pyrimidin-2-amine